OCC#CC1=CC2=C(N(C(N2C)=O)N2C(CCCC2=O)=O)C=C1 (5-(3-hydroxyprop-1-yn-1-yl)-3-methyl-2-oxo-2,3-dihydro-1H-benzo[d]imidazol-1-yl)piperidine-2,6-dione